FC=1C=C(C=NC1)[C@H](CNC(CCC1CCC(CC1)O)(C)C)O (1R,4s)-4-(3-(((R)-2-(5-Fluoropyridin-3-yl)-2-hydroxyethyl)amino)-3-methylbutyl)-cyclohexan-1-ol